CC(C)(COP(=O)(O)OP(=O)(O)OC[C@@H]1[C@H]([C@H]([C@@H](O1)N2C=NC3=C(N=CN=C32)N)O)OP(=O)(O)O)[C@H](C(=O)NCCC(=O)NCCSC(=O)C4=CCCC=C4)O The molecule is a 2-enoyl-CoA. It derives from a cyclohexa-1,5-diene-1-carboxylic acid and a coenzyme A. It is a conjugate acid of a cyclohexa-1,5-diene-1-carbonyl-CoA(4-).